ClC=1C=CC(=NC1)C1(OC2=C(O1)C=CC=C2N2[C@@H]1CC[C@@H]1NCC2)C |r| rac-(1R,6S)-2-(2-(5-chloropyridin-2-yl)-2-methylbenzo[d][1,3]dioxol-4-yl)-2,5-diazabicyclo[4.2.0]octane